CC1=NOC(=C1C1=CC2=C(N(C(=N2)C(O)C2=CC(=C(C=C2)OC)C)C2CCC(CC2)OC)C=C1)C (5-(3,5-dimethylisoxazol-4-yl)-1-((1r,4r)-4-methoxycyclohexyl)-1H-benzo[d]imidazol-2-yl)(4-methoxy-3-methylphenyl)methanol